C1C(CCCCCCCCCCCC(=O)O)C1CCC 13,14-methylene-heptadecanoic acid